ClC1=CC=C(C=C1)S(=O)(=O)N1CC(OCC1)C1=C(SC2=C1C=CC=C2)C(=O)N [4-(4-Chlorophenyl)sulfonylmorpholin-2-yl]benzothiophen-2-carboxamid